CC1=CC=CC=2N1C=C(N2)C2=CC=CC=C2 5-methyl-2-phenylimidazo[1,2-a]pyridine